FC(C(C[C@H](N)C(=O)O)C)(F)F 5,5,5-Trifluoro-L-leucine